ClC=1C=NC=C(C1NC(C1=CC(=C(C=C1)OC(F)F)OCC1CC1)=O)Cl N-(3,5-dichloropyrid-4-yl)-3-cyclopropylmethoxy-4-difluoromethoxybenzamide